C(#N)C1=CC(=C(COC2=C(C=CC(=N2)C2=CC(=C(CC3=NC4=C(N3[C@@H]3COCC3(C)C)C=C(C=C4F)C(=O)O)C=C2)F)F)C=C1)F (S)-2-(4-(6-((4-cyano-2-fluorobenzyl)oxy)-5-fluoropyridin-2-yl)-2-fluorobenzyl)-1-(4,4-dimethyltetrahydrofuran-3-yl)-4-fluoro-1H-benzo[d]imidazole-6-carboxylic acid